2-(2,4-dimethoxypyrimidin-5-yl)-5-fluoro-4-(2-(trifluoromethyl)cyclopropyl)pyrrolo[1,2-b]pyridazine COC1=NC=C(C(=N1)OC)C=1C=C(C=2N(N1)C=CC2F)C2C(C2)C(F)(F)F